N1=C(N=CC=C1)C1(CC1)NC(=O)[C@H]1CN(CC[C@@H]1NC(=O)C1=NOC(=C1)C1=C(C=C(C=C1)F)F)CC1C(C1)(F)F (3S,4S)-1-(2,2-Difluoro-cyclopropylmethyl)-4-{[5-(2,4-difluoro-phenyl)-isoxazole-3-carbonyl]-amino}-piperidine-3-carboxylic acid (1-pyrimidin-2-yl-cyclopropyl)-amide